BrC1=CC(=C(C=C1)CC=1N(C2=C(N1)C=CC(=C2)C(=O)O)CCOC)[N+](=O)[O-].NC2=C(CC1=NC3=C(N1CCOC)C=C(C=C3)C(=O)OC)C=CC(=C2)Br Methyl 2-(2-amino-4-bromobenzyl)-1-(2-methoxyethyl)-1H-benzo[d]imidazole-6-carboxylate 2-[(4-bromo-2-nitro-phenyl)methyl]-3-(2-methoxyethyl)benzimidazole-5-carboxylate